tert-Butyl 6-(2-oxo-1-oxa-3-azaspiro[5.5]undecan-3-yl)quinoline-4-carboxylate O=C1OC2(CCN1C=1C=C3C(=CC=NC3=CC1)C(=O)OC(C)(C)C)CCCCC2